4-(4-propenoylpiperazin-1-yl)-6-chloro-1-(cyclopropylmethyl)-7-(2-fluoro-6-hydroxyphenyl)pyrido[2,3-d]pyrimidin-2(1H)-one C(C=C)(=O)N1CCN(CC1)C=1C2=C(N(C(N1)=O)CC1CC1)N=C(C(=C2)Cl)C2=C(C=CC=C2O)F